Cl.FC=1C=C(C=CC1F)CC(=O)N(C)C1CCC(CC1)N(CCCCCC)C N-(4-(2-(3,4-difluorophenyl)-N-methylacetamido)cyclohexyl)-N-methylhexanamine hydrochloride